1-(4-hydroxybenzyl)-6,7-dihydroxy-1,2,3,4-tetrahydroisoquinoline hydrochloride Cl.OC1=CC=C(CC2NCCC3=CC(=C(C=C23)O)O)C=C1